calcium tricarbonate C(=O)([O-])OC(=O)OC(=O)[O-].[Ca+2]